2,4,6-tris(3-formylphenyl)-1,3,5-triazine C(=O)C=1C=C(C=CC1)C1=NC(=NC(=N1)C1=CC(=CC=C1)C=O)C1=CC(=CC=C1)C=O